Dimethyl hydroxyethylphosphonate OCCP(OC)(OC)=O